FC1=C(C=C(C=C1CC1N(C2CC(C1=NO)C2)C(=O)OC(C)(C)C)F)C2=CC=CC=C2 tert-Butyl 3-[(2,5-difluoro[biphenyl]-3-yl)methyl]-4-(hydroxyimino)-2-azabicyclo[3.1.1]heptane-2-carboxylate